1-(1'-cyclopropyl-4-methyl-1-phenyl-1h,1'h-[3,4'-bipyrazole]-5-yl)-3-((3s,4r)-4-(3,4-difluorophenyl)-1-(2-methoxyethyl)pyrrolidin-3-yl)urea C1(CC1)N1N=CC(=C1)C1=NN(C(=C1C)NC(=O)N[C@@H]1CN(C[C@H]1C1=CC(=C(C=C1)F)F)CCOC)C1=CC=CC=C1